2-ethoxy-3,4,5,6-tetrafluoro-N,N-bis(4-methoxybenzyl)benzenesulfonamide C(C)OC1=C(C(=C(C(=C1F)F)F)F)S(=O)(=O)N(CC1=CC=C(C=C1)OC)CC1=CC=C(C=C1)OC